2-(4-phenoxyphenoxy)-1-(3,4,5-trimethoxyphenyl)ethan-1-one tert-butyl-(3S,4R)-3-hydroxy-4-((5-(4-(trifluoromethyl)phenyl)pyrido[2,3-d]pyridazin-8-yl)amino)pyrrolidine-1-carboxylate C(C)(C)(C)OC(=O)N1C[C@@H]([C@@H](C1)NC=1N=NC(=C2C1N=CC=C2)C2=CC=C(C=C2)C(F)(F)F)O.O(C2=CC=CC=C2)C2=CC=C(OCC(=O)C1=CC(=C(C(=C1)OC)OC)OC)C=C2